1-((3r,5r)-3-(4-amino-3-(4-phenoxyphenyl)-1H-pyrazolo[3,4-d]pyrimidin-1-yl)-5-methoxypiperidin-1-yl)prop-2-en-1-one NC1=C2C(=NC=N1)N(N=C2C2=CC=C(C=C2)OC2=CC=CC=C2)[C@H]2CN(C[C@@H](C2)OC)C(C=C)=O